C1(=CC(=CC=C1)C1=NC(=NC(=N1)C1=CC=CC=C1)N1C2=CC=CC=C2C2=CC=C3C(=C12)N(C=1C=CC=CC13)C1=CC=CC=C1)C1=CC=CC=C1 11-(4-(1,1'-biphenyl-3-yl)-6-phenyl-1,3,5-triazine-2-yl)-12-phenyl-11H,12H-indolo[2,3-a]carbazole